C(C)(=O)C=1SC(=C2C1CCCC2)C(=O)OC methyl 3-acetyl-4,5,6,7-tetrahydro-2-benzothiophene-1-carboxylate